C1(CC1)N1[C@H](CN(CC1)C1=C(C=C(C(=C1)OC)NC1=NC=NC(=C1)N1OCC[C@@H]1C1=C(C(=CC=C1)Cl)Cl)NC(C=C)=O)C N-(2-((S)-4-cyclopropyl-3-methylpiperazine-1-yl)-5-((6-((R)-3-(2,3-dichlorophenyl)isoxazolidine-2-yl)pyrimidine-4-yl)amino)-4-methoxyphenyl)acrylamide